C(C)NC(=O)N1[C@H]([C@H](CCC1)NS(=O)(=O)C)CC=1C=C(C=CC1)C1=CC=C(C=C1)C(F)(F)F cis-N-ethyl-3-((methylsulfonyl)amino)-2-((4'-(trifluoromethyl)biphenyl-3-yl)methyl)piperidine-1-carboxamide